7,7-bis[4-(diethylamino)-2-ethoxyphenyl]furo[3,4-b]pyridine-5-one C(C)N(C1=CC(=C(C=C1)C1(OC(C=2C1=NC=CC2)=O)C2=C(C=C(C=C2)N(CC)CC)OCC)OCC)CC